4,4'-dihydroxydiphenyl sulfone C1=CC(=CC=C1O)S(=O)(=O)C2=CC=C(C=C2)O